4-chloro-5-fluoro-2-(methylsulfanyl)pyrrolo[2,1-f][1,2,4]triazine ClC1=NC(=NN2C1=C(C=C2)F)SC